O=C(COC1=CC=C(C=C1)C1=CC(=CC=C1)C(=O)O)NCCNC(CCCO[C@@H]1O[C@H]([C@@H]([C@H]([C@H]1OC(C)=O)OC(C)=O)OC(C)=O)C)=O 4'-(2-oxo-2-((2-(4-(((2R,3R,4R,5S,6S)-3,4,5-triacetoxy-6-methyltetrahydro-2H-pyran-2-yl)oxy)butanamido)ethyl)amino)ethoxy)-[1,1'-biphenyl]-3-carboxylic acid